ClC1=C(C(=O)P(C2=CC=CC=C2)(C2=CC=CC=C2)=O)C(=CC=C1)Cl (2,6-dichlorobenzoyl)diphenylphosphine oxide